[1-prop-2-enoyl-3-(trifluoromethyl) pyrrolidin-3-yl] N-[2-[2-[5-fluoro-2-[4-(1,2,3,4-tetrahydroisoquinolin-6-yl)thieno[2,3-d]pyridazin-7-yl]phenoxy]ethoxy] ethyl]carbamate FC=1C=CC(=C(OCCOCCNC(OC2(CN(CC2)C(C=C)=O)C(F)(F)F)=O)C1)C=1N=NC(=C2C1SC=C2)C=2C=C1CCNCC1=CC2